(1-(2-chloro-5-((1-methyl-1H-pyrazol-4-yl)ethynyl)pyridin-4-yl)azetidin-3-yl)propan-2-ol ClC1=NC=C(C(=C1)N1CC(C1)CC(C)O)C#CC=1C=NN(C1)C